1-nonyl-1-propylpyrrolidinium methanesulfonate CS(=O)(=O)[O-].C(CCCCCCCC)[N+]1(CCCC1)CCC